C(#C)C1CN(C1)CC1=CCNC=C1 4-((3-ethynylazetidin-1-yl)methyl)-1H-pyridine